10-methyl-7-(trifluoromethyl)-2H,3H,4H,10H-benzo[g]pteridine CN1C2=C(N=C3CNCN=C13)C=C(C=C2)C(F)(F)F